(2S,5R)-(4-Acryloyl-2,5-dimethylpiperazin-1-yl)-6-chloro-7-(2-fluoro-6-(trifluoromethyl)benzeneyl)-1-(2-isopropyl-4-(methylthio)pyridin-3-yl)pyrido[2,3-d]pyrimidin-2(1H)-one C(C=C)(=O)N1C[C@@H](N(C[C@H]1C)C=1C2=C(N(C(N1)=O)C=1C(=NC=CC1SC)C(C)C)N=C(C(=C2)Cl)C2=C(C=CC=C2C(F)(F)F)F)C